5-Amino-N-(2,2-difluoro-1-(naphthalen-1-yl)ethyl)-2-methylbenzamide NC=1C=CC(=C(C(=O)NC(C(F)F)C2=CC=CC3=CC=CC=C23)C1)C